C(C)OC(=O)C1=C(SC(=C1C(=O)OCC)N=CC=1SC(=CC1)[N+](=O)[O-])NC(C1=CC=CC=C1)=O 2-benzoylamino-5-(5-nitrothiophene-2-yl)methyleneaminothiophene-3,4-dicarboxylic acid diethyl ester